(E)-N-[2-[(3R)-3-(5-methyl-1,3,4-oxadiazol-2-yl)piperazin-1-yl]-2-oxoethyl]-3-[4-(trifluoromethyl)phenyl]prop-2-enamide CC1=NN=C(O1)[C@H]1CN(CCN1)C(CNC(\C=C\C1=CC=C(C=C1)C(F)(F)F)=O)=O